ClC=1C(=NN(C1)CNC=O)C ((4-chloro-3(s)-methyl-pyrazole-1-yl)methyl)formamide